C12(CC3CC(CC(C1)C3)C2)CS(=O)(=O)NC(C2=CC=C(C=C2)N2CCN(CC2)C(C2=CC(=CC(=C2)C(F)(F)F)N2N=CC(=C2)C2=CC(=CC=C2)O)=O)=O N-(1-Adamantylmethylsulfonyl)-4-[4-[3-[4-(3-hydroxyphenyl)pyrazol-1-yl]-5-(trifluoromethyl)benzoyl]piperazin-1-yl]benzamide